6-Fluoro-2-oxo-1,2-dihydrobenz[cd]indole-4-carbaldehyde FC=1C=2C3=C(C(NC3=CC1)=O)C=C(C2)C=O